ClC1=C(COC(=O)NC=2C=CC=C3CCC(OC23)C(=O)OC)C=CC=C1 methyl 8-((((2-chlorobenzyl)oxy)carbonyl)amino)chromane-2-carboxylate